N-{2-[6-Amino-8-(6-iodo-benzo[1,3]dioxol-5-ylsulfanyl)-purin-9-yl]-ethyl}-acetamide NC1=C2N=C(N(C2=NC=N1)CCNC(C)=O)SC1=CC2=C(OCO2)C=C1I